methyl 2-(2,6-dichloro-3-morpholinophenyl)acetate ClC1=C(C(=CC=C1N1CCOCC1)Cl)CC(=O)OC